[(5-methyl-4-oxo-2-propan-2-ylcyclohexa-2,5-dien-1-ylidene)amino] benzenesulfonate C1(=CC=CC=C1)S(=O)(=O)ON=C1C(=CC(C(=C1)C)=O)C(C)C